2-methoxy-4-(trifluoromethyl)pyridine-3-thiol COC1=NC=CC(=C1S)C(F)(F)F